tert-butyl 3-azabicyclo(3.1.0)hexan-6-ylcarbamate C12CNCC2C1NC(OC(C)(C)C)=O